(4'-(3-cyano-6-(1-methyl-1H-pyrazol-4-yl)pyrazolo[1,5-a]pyridin-4-yl)-3-(4-methylpiperazin-1-yl)-[1,1'-biphenyl]-4-yl)acrylamide C(#N)C=1C=NN2C1C(=CC(=C2)C=2C=NN(C2)C)C2=CC=C(C=C2)C2=CC(=C(C=C2)C(C(=O)N)=C)N2CCN(CC2)C